3-(1-Benzyl-4-piperidinyl)indol-2-one C(C1=CC=CC=C1)N1CCC(CC1)C=1C(N=C2C=CC=CC12)=O